[Cl-].[Cl-].C[SiH](C)[Hf+2](C1C(=C(C=C1)CCCC)C)C1C(=C(C=C1)CCCC)C dimethylsilylbis(2-methyl-3-butylcyclopentadienyl)hafnium dichloride